tetrahydrotriazolo[4,5-c]pyridin N1NNC2CN=CC=C21